C[As](O)(=O)C.C[As](O)(=O)C dimethylarsinic acid (dimethylarsinate)